OC(C)(C)C1=CC=C(C(=O)O)C=C1 4-(2-hydroxypropan-2-yl)benzoic acid